FC=1C=C2C3=C(C1)C(C=C(N3CCC23OCCO3)C(=O)OC)=C=O methyl 9-fluoro-7-carbonyl-2,3-dihydro-7H-spiro[pyrido[3,2,1-ij]quinoline-1,2'-[1,3]dioxolane]-5-carboxylate